C1(CCCCC1)NC=1C2=C(N=C(N1)NC1=CC=C(C=3OCOC31)C(=O)N3CCOCC3)NC=C2C#N 4-(cyclohexylamino)-2-((7-(morpholine-4-carbonyl)benzo[d][1,3]dioxol-4-yl)amino)-7H-pyrrolo[2,3-d]pyrimidine-5-carbonitrile